3-(1-Methyl-7-((1-(4-oxo-4H-chromene-3-carbonyl)piperidin-4-yl)oxy)-1H-indazol-3-yl)piperidine-2,6-dione CN1N=C(C2=CC=CC(=C12)OC1CCN(CC1)C(=O)C1=COC2=CC=CC=C2C1=O)C1C(NC(CC1)=O)=O